(4-((5-cyclohexylpentyl)(octyl)silyl)phenyl)trimethylsilane C1(CCCCC1)CCCCC[SiH](C1=CC=C(C=C1)[Si](C)(C)C)CCCCCCCC